ClC1=CC(=C(C=C1)C1=NC(=CC=2N=C(N(C(C21)=O)C2CCCCC2)C)N2C[C@@H](OCC2)C=2C=NN(C2)C)F 5-(4-chloro-2-fluoro-phenyl)-3-cyclohexyl-2-methyl-7-((2S)-2-(1-methyl-1H-pyrazol-4-yl)-4-morpholinyl)-pyrido[4,3-d]pyrimidin-4(3H)-one